Racemic-methyl rel-(1S,3aR,7aS)-2-(4-methoxy-1H-indole-2-carbonyl)octahydro-1H-isoindole-1-carboxylate COC1=C2C=C(NC2=CC=C1)C(=O)N1[C@@H]([C@H]2CCCC[C@H]2C1)C(=O)OC |r|